5-[4-(4-amino-2,6-difluorophenoxy)-1-{[2-(trimethylsilyl)ethoxy]methyl}-1H-pyrrolo[2,3-b]pyridin-3-yl]-2-(propan-2-yloxy)benzonitrile NC1=CC(=C(OC2=C3C(=NC=C2)N(C=C3C=3C=CC(=C(C#N)C3)OC(C)C)COCC[Si](C)(C)C)C(=C1)F)F